4-(4-amino-1-isopropyl-7-oxo-6,7-dihydro-1H-pyrazolo[3,4-d]pyridazin-3-yl)-N-(4-(trifluoromethyl)pyridin-2-yl)benzamide NC=1C2=C(C(NN1)=O)N(N=C2C2=CC=C(C(=O)NC1=NC=CC(=C1)C(F)(F)F)C=C2)C(C)C